O1C(CCCC1)O[C@@H](C)C=1N(C=CN1)CC1=NOC(=C1)C1=CC=C(C=C1)C#CC1=CC=C(C=O)C=C1 4-((4-(3-((2-((1S)-1-((tetrahydro-2H-pyran-2-yl)oxy)ethyl)-1H-imidazol-1-yl)methyl)isoxazol-5-yl)phenyl)ethynyl)benzaldehyde